C1(CC1)C(=O)C=1C=NC(=CC1N[C@@H](C)CCO)NC1=NC(=NC=C1)C=1C=NN(C1O)C (S)-cyclopropyl(6-((2-(5-hydroxy-1-methyl-1H-pyrazol-4-yl)pyrimidin-4-yl)amino)-4-((4-hydroxybutan-2-yl)amino)pyridin-3-yl)methanone